C(OC1=NC=CC=C1)(=O)Cl pyridine-2-yl carbonochloridate